[5-[4-[4-chloro-3-[[1-(trifluoromethyl)cyclopropyl] carbamoyl]phenyl]pyrazol-1-yl]-1-methyl-4-(trifluoromethyl)pyrazol-3-yl]1,1,1,2,3,3,3-heptafluoropropane-2-sulfonate ClC1=C(C=C(C=C1)C=1C=NN(C1)C1=C(C(=NN1C)OS(=O)(=O)C(C(F)(F)F)(C(F)(F)F)F)C(F)(F)F)C(NC1(CC1)C(F)(F)F)=O